C(C)(=O)C=1C=CC(N(C1)C1(CC1)\C=C\C(C)=O)=O (E)-5-acetyl-1-(1-(3-oxobut-1-en-1-yl)cyclopropyl)pyridin-2(1H)-one